NC(C(C)=O)C(=O)O 3-amino-3-carboxyacetone